22-hydroxydocosanol OCCCCCCCCCCCCCCCCCCCCCCO